(2S,3R,4S,5R)-N-(3-Carbamoyl-4-fluoro-phenyl)-3-[2-(difluoromethoxy)-4-fluoro-phenyl]-4,5-dimethyl-5-(trifluoromethyl)tetrahydrofuran-2-carboxamid C(N)(=O)C=1C=C(C=CC1F)NC(=O)[C@H]1O[C@]([C@H]([C@@H]1C1=C(C=C(C=C1)F)OC(F)F)C)(C(F)(F)F)C